2-(2,6-dioxopiperidin-3-yl)-7-methoxy-1-oxoisoindoline-5-carbonitrile O=C1NC(CCC1N1C(C2=C(C=C(C=C2C1)C#N)OC)=O)=O